BrC=1C=NN(C1)C(C(=O)N)(C)C 2-(4-bromo-1H-pyrazol-1-yl)-2-methylpropanamide